FC(C)(F)C1=NC(=CC(=N1)O)O 2-(1,1-Difluoroethyl)pyrimidine-4,6-diol